4-chloro-6-(1H-pyrazol-1-yl)pyrimidine ClC1=NC=NC(=C1)N1N=CC=C1